trans-4-[[2-chloro-6-[4-[4-[(4R)-4-amino-2-oxo-pyrrolidin-1-yl]phenyl]sulfonylpiperazin-1-yl]-4-pyridinyl]-difluoro-methyl]-N-(2-pyrrolidin-1-ylethyl)cyclohexanecarboxamide ClC1=NC(=CC(=C1)C([C@@H]1CC[C@H](CC1)C(=O)NCCN1CCCC1)(F)F)N1CCN(CC1)S(=O)(=O)C1=CC=C(C=C1)N1C(C[C@H](C1)N)=O